1-(4-((5-Fluoro-3-oxoisobenzofuran-1(3H)-ylidene)methyl)pyridin-2-yl)-3-hydroxy-3-methylindolin-2-one FC=1C=C2C(OC(C2=CC1)=CC1=CC(=NC=C1)N1C(C(C2=CC=CC=C12)(C)O)=O)=O